ClC1=CC=CC=2N(C3=CC=CC=C3C12)C1=C(C=CC2=CC=CC=C12)C1=CC=CC=C1 4-chloro-9-(2-phenylnaphthalen-1-yl)-9H-carbazole